BrC1=CC2=C(N=C(N=C2)NC(=O)C2CC2)N2C1=NCC2 N-(6-bromo-8,9-dihydroimidazo[1',2':1,6]pyrido[2,3-d]pyrimidin-2-yl)cyclopropanecarboxamide